2-bromo-3-phenyl-1-{[2-(trimethylsilyl)ethoxy]methyl}-1H-pyrrolo[3,2-b]pyridine BrC1=C(C2=NC=CC=C2N1COCC[Si](C)(C)C)C1=CC=CC=C1